hexaazatriphenylenetrinitrile 2-butyloctyl-6-aminocaproate C(CCC)C(COC(CCCCCN)=O)CCCCCC.C1(=C(C(=NC=2C3=NN=NN=C3C3=NC=CC=C3C12)C#N)C#N)C#N